CC1=CSC2=C1N=CN=C2N[C@H](CN2CCN(CC2)S(=O)(=O)C=2SC(=CC2)C2=CC=NO2)C 7-methyl-N-[(2S)-1-(4-{[5-(1,2-oxazol-5-yl)thiophen-2-yl]sulfonyl}piperazin-1-yl)propan-2-yl]thieno[3,2-d]pyrimidin-4-amine